3-(5-Amino-2-methyl-4-oxoquinazolin-3(4H)-yl)-(3-2H)piperidine-2,6-dione NC1=C2C(N(C(=NC2=CC=C1)C)C1(C(NC(CC1)=O)=O)[2H])=O